CSC=1N=C(C=2N=CN([C@H]3[C@H](O)[C@H](O)[C@@H](CO)O3)C2N1)N(C(NC)=O)O 2-methylthio-N6-hydroxy-N6-methylcarbamoyl-adenosine